N-(1-((1S,2S)-2-fluorocyclopropyl)-2-oxo-1,2-dihydropyridin-3-yl)-7-isopropoxy-2-(1-methyl-2-oxabicyclo[2.1.1]hexan-4-yl)imidazo[1,2-a]pyridine-6-carboxamide F[C@@H]1[C@H](C1)N1C(C(=CC=C1)NC(=O)C=1C(=CC=2N(C1)C=C(N2)C21COC(C2)(C1)C)OC(C)C)=O